2-(3,5-dichlorophenyl)-8-isopropylimidazo[1,2-b]Pyridazine-7-carboxylic acid ethyl ester C(C)OC(=O)C1=C(C=2N(N=C1)C=C(N2)C2=CC(=CC(=C2)Cl)Cl)C(C)C